4-(5-ethoxypyridin-3-yl)thiophen C(C)OC=1C=C(C=NC1)C=1C=CSC1